OCC[C@H]1[C@@H]2CC[C@H](CN1C(=O)OC(C)(C)C)N2 tert-butyl (1S,2S,5R)-2-(2-hydroxyethyl)-3,8-diazabicyclo[3.2.1]octane-3-carboxylate